N-(3-(5-((1-ethylpiperidin-4-yl)(methyl)amino)-3-(pyrimidin-5-yl)-1H-pyrrolo[3,2-b]pyridin-1-yl)-2,4-difluorophenyl)propane-1-sulfonamide monohydrochloride Cl.C(C)N1CCC(CC1)N(C1=CC=C2C(=N1)C(=CN2C=2C(=C(C=CC2F)NS(=O)(=O)CCC)F)C=2C=NC=NC2)C